F[C@H]1[C@](C[C@]2(CNC(O2)=O)CC1)(C)CN1C=NC2=C1C=C(C=C2)C#N |r| rac-1-(((5S,7S,8R)-8-Fluoro-7-methyl-2-oxo-1-oxa-3-azaspiro[4.5]decan-7-yl)methyl)-1H-benzo[d]imidazole-6-carbonitrile